FC(OC=1C=C(OC2CCC3=CC(=CC=C23)C(C(=O)N)=C)C=CC1)(F)F (1-(3-trifluoromethoxy-phenoxy)-2,3-dihydro-1H-inden-5-yl)acrylamide